IC1=CC=C(C=N1)C(=O)NN 6-iodopyridine-3-carbohydrazide